N-[[4-(4-methylthiazol-5-yl)phenyl]methyl]tetrahydrofuran-3-amine CC=1N=CSC1C1=CC=C(C=C1)CNC1COCC1